2-(3-aminophenyl)-N-(5-chloro-4-(5,5-dimethyl-5,6-dihydro-4H-pyrrolo[1,2-b]pyrazol-3-yl)pyridin-2-yl)Acetamide NC=1C=C(C=CC1)CC(=O)NC1=NC=C(C(=C1)C1=C2N(N=C1)CC(C2)(C)C)Cl